octyl (E)-(6-amino-5-((2-((tert-butyldimethylsilyl)oxy)phenyl)diazenyl)pyridin-2-yl)carbamate NC1=C(C=CC(=N1)NC(OCCCCCCCC)=O)\N=N\C1=C(C=CC=C1)O[Si](C)(C)C(C)(C)C